diethyl ((((2R,5R)-5-(6-amino-2-fluoro-9H-purin-9-yl)-4-fluoro-2,5-dihydrofuran-2-yl)oxy)methyl)phosphonate NC1=C2N=CN(C2=NC(=N1)F)[C@H]1C(=C[C@H](O1)OCP(OCC)(OCC)=O)F